2,4-dioxo-1,4-dihydro-2H-benzo[d][1,3]oxazine-6-carboxylic acid O=C1OC(C2=C(N1)C=CC(=C2)C(=O)O)=O